(R)-N-(1-(2-chlorophenyl)ethyl)-3-(pyridin-4-yl)-1,7-dihydroimidazo[4,5-f]indazole-6-carboxamide ClC1=C(C=CC=C1)[C@@H](C)NC(=O)C=1NC2=C(C=C3C(=NNC3=C2)C2=CC=NC=C2)N1